C1(CC1)S(=O)(=O)NC(=O)[C@H]1N(CC2=CC=C(C(=C2C1)OCC1=CC=CC=C1)OC)C=1OC2=C(N1)C=CC(=C2)F (S)-N-(cyclopropylsulfonyl)-2-(6-fluorobenzo[d]oxazol-2-yl)-6-methoxy-5-(benzyloxy)-1,2,3,4-tetrahydroisoquinoline-3-carboxamide